N'-phenylcarbodiimide C1(=CC=CC=C1)N=C=N